methyl (2S,3R)-3-hydroxy-2-aminomethylbutyrate O[C@@H]([C@@H](C(=O)OC)CN)C